CC[C@H](C)C[C@H](C)CCCCCCCCC(=O)NC1C[C@H]([C@H](NC(=O)[C@@H]2[C@H](CCN2C(=O)[C@@H](NC(=O)[C@@H](NC(=O)[C@@H]3C[C@H](CN3C(=O)[C@@H](NC1=O)[C@@H](C)O)O)[C@@H]([C@H](C4=CC=C(C=C4)O)O)O)[C@@H](CCN)O)O)NCCN)O The molecule is a semisynthetic cyclic hexapeptide echinocandin antibiotic which exerts its effect by inhibiting the synthesis of 1,3-beta-D-glucan, an integral component of the fungal cell wall. It has a role as an antiinfective agent. It is a homodetic cyclic peptide, an echinocandin, a semisynthetic derivative and an antibiotic antifungal drug. It derives from a pneumocandin B0.